N-[2-(2-aminoethoxy)ethyl]-2-methyl-4-[[3-[3-(trifluoromethyl)-1H-pyrazol-4-yl]imidazo[1,2-a]pyrazin-8-yl]amino]benzamide hydrochloride Cl.NCCOCCNC(C1=C(C=C(C=C1)NC=1C=2N(C=CN1)C(=CN2)C=2C(=NNC2)C(F)(F)F)C)=O